C(C)(C)(C)OC(=O)N1CCN(CC1)C=1C=NC(=CC1)[N+](=O)[O-] 4-(6-nitro-pyridin-3-yl)-piperazine-1-carboxylic acid tert-butyl ester